C(#C)C1=CC(=NC(=N1)NC)C=1C(=C(C#N)C=CC1)C 3-(6-ethynyl-2-(methylamino)pyrimidin-4-yl)-2-methylbenzonitrile